1,3,5-tris(3-hydroxy-2,6-dimethyl-4-phenylbenzyl)-1,3,5-triazine-2,4,6(1H,3H,5H)-trion OC=1C(=C(CN2C(N(C(N(C2=O)CC2=C(C(=C(C=C2C)C2=CC=CC=C2)O)C)=O)CC2=C(C(=C(C=C2C)C2=CC=CC=C2)O)C)=O)C(=CC1C1=CC=CC=C1)C)C